CN1CCC(CC1)C(=O)C=1C=C2C(=CN1)OC(=C2)C=O 5-(1-methylpiperidine-4-carbonyl)furo[2,3-c]pyridine-2-carbaldehyde